4-(2-(4-Fluorophenyl)-1H-pyrrolo[2,3-b]pyridin-5-yl)thiophene-2-carboxylic acid FC1=CC=C(C=C1)C1=CC=2C(=NC=C(C2)C=2C=C(SC2)C(=O)O)N1